(R)-3-amino-1-benzyl-piperidine N[C@H]1CN(CCC1)CC1=CC=CC=C1